methyl 4-[4-(tert-butoxy carbonyl) piperazin-1-yl]-2-isopropylindazole-7-carboxylate C(C)(C)(C)OC(=O)N1CCN(CC1)C=1C2=CN(N=C2C(=CC1)C(=O)OC)C(C)C